(4S)-1-[2-(2,2-difluorocyclopropyl)ethyl]-5,5-difluoro-3-(trifluoromethyl)-4,5,6,7-tetrahydro-1H-indazol-4-ol FC1(C(C1)CCN1N=C(C=2[C@@H](C(CCC12)(F)F)O)C(F)(F)F)F